FCCCOCCCF di(3-fluoro-n-propyl) ether